N-(3-((4-(4-aminopyrimidin-2-yl)-1,3-dimethyl-1H-pyrazol-5-yl)oxy)-2,2-dimethylpropyl)-6'-chloro-4-(difluoromethoxy)-[2,3'-bipyridin]-4'-amine NC1=NC(=NC=C1)C=1C(=NN(C1OCC(CNC1=C(C=NC(=C1)Cl)C1=NC=CC(=C1)OC(F)F)(C)C)C)C